1,2,4,5-Tetrakis(Bromomethyl)Benzene BrCC1=C(C=C(C(=C1)CBr)CBr)CBr